(S)-N-((R)-8,9-difluoro-6-oxo-1,4,5,6-tetrahydro-2H-pyrano[3,4-c]isoquinolin-1-yl)-4,6-difluoro-N-methyldihydroindole-2-carboxamide FC=1C(=CC=2C3=C(NC(C2C1)=O)COC[C@@H]3N(C(=O)[C@H]3NC1=CC(=CC(=C1C3)F)F)C)F